2-(3-Oxa-6-azabicyclo[3.1.1]heptan-6-yl)-N-(4-((3-(difluoromethyl)bicyclo[1.1.1]pentan-1-yl)carbamoyl)-6-methoxypyridin-3-yl)-6-methoxybenzo[d]thiazole-7-carboxamide C12COCC(N1C=1SC3=C(N1)C=CC(=C3C(=O)NC=3C=NC(=CC3C(NC31CC(C3)(C1)C(F)F)=O)OC)OC)C2